ClC1=C(C=C(C=C1)F)N(C(C)=O)C1=NC=CC(=C1)NC(CC1=C(C=CC=C1)Cl)=O N-(2-chloro-5-fluorophenyl)-N-{4-[2-(2-chlorophenyl)acetylamino]pyridin-2-yl}acetamide